10-fluoro-7,7-dimethyl-6a,7,12,12a-tetrahydro-6H,13H-thiochromeno[3',4':5,6]thiopyrano[4,3-b]quinoline FC1=CC=C2C(C3C(NC2=C1)C1=C(SC3)C=3C=CC=CC3SC1)(C)C